C(C)OC(=O)C=1NC=C(C1)C 4-methylpyrrole-2-carboxylic acid ethyl ester